O=C1NC(CCC1N(C(=O)C=1C=C(C=CC1)C=CCCC=1C(=NC=CC1)C(=O)N)C)=O (4-(3-((2,6-dioxopiperidin-3-yl)(methyl)carbamoyl)phenyl)but-3-en-1-yl)picolinamide